N-hexylpyridinium hexafluorophosphate salt F[P-](F)(F)(F)(F)F.C(CCCCC)[N+]1=CC=CC=C1